ethyl 3-(thiophen-2-yl)-3-oxopropionate S1C(=CC=C1)C(CC(=O)OCC)=O